C1(=CC=CC=C1)C=CC=CCCCBr 7-phenyl-4,6-heptadienyl bromide